N-(4-chloro-2-methoxy-5-methylphenyl)-3-hydroxy-2-naphthamide ClC1=CC(=C(C=C1C)NC(=O)C1=CC2=CC=CC=C2C=C1O)OC